1-(6,8-difluoro-2-(((2R,7aS)-2-fluorotetrahydro-1H-pyrrolizin-7a(5H)-yl)methoxy)-5-methoxyquinazolin-4-yl)-1,4-diazepan-5-one FC=1C(=C2C(=NC(=NC2=C(C1)F)OC[C@]12CCCN2C[C@@H](C1)F)N1CCNC(CC1)=O)OC